5-bromo-3-(prop-1-en-2-yl)pyridin-2-amine BrC=1C=C(C(=NC1)N)C(=C)C